C(C)(=O)OCC1=C(C(=CC=C1CC(=O)NCCC1=CC(=C(C=C1)OC)OC)OCC1=CC=CC=C1)OC 3-(benzyloxy)-6-(2-((3,4-dimethoxyphenethyl) amino)-2-oxoethyl)-2-methoxybenzyl acetate